4-(piperidin-4-ylsulfonyl)benzonitrile N1CCC(CC1)S(=O)(=O)C1=CC=C(C#N)C=C1